(S)-5-fluoro-4-(2-(hydroxymethyl)-1-methyl-1H-imidazol-4-yl)-2-((1,1,1-trifluoropropan-2-yl)oxy)benzoate FC=1C(=CC(=C(C(=O)[O-])C1)O[C@H](C(F)(F)F)C)C=1N=C(N(C1)C)CO